COC(C1=C(C=CC=C1)OCC1=COC2=C1C=C(C=C2)Br)=O.CS(=O)(=O)C2=CC(=C(C(=O)NC=1C=CC=C3C=CC=NC13)C=C2)N2CCC1(CC1)CC2 4-(methylsulfonyl)-N-(quinolin-8-yl)-2-(6-azaspiro[2.5]oct-6-yl)benzamide methyl-2-((5-bromobenzofuran-3-yl)methoxy)benzoate